3-bromo-2-cyanopyridin-5-yl 3-azido-4,6-di-O-acetyl-3-deoxy-2-O-methyl-1-thio-alpha-D-galactopyranoside N(=[N+]=[N-])[C@@H]1[C@H]([C@@H](SC=2C=C(C(=NC2)C#N)Br)O[C@@H]([C@@H]1OC(C)=O)COC(C)=O)OC